N-(2-(2-methylazepan-3-yl)thieno[2,3-b]pyridin-4-yl)benzo[d]thiazol-5-amine CC1NCCCCC1C1=CC=2C(=NC=CC2NC=2C=CC3=C(N=CS3)C2)S1